COC1=C(CNC2=NC=3C(=CC=CC3C=3N2N=C(N3)CCC3CC2=CN(N=C2CC3)C(C)C)OC)C=CC(=C1)OC N-(2,4-dimethoxybenzyl)-2-(2-(2-isopropyl-4,5,6,7-tetrahydro-2H-indazol-5-yl)ethyl)-7-methoxy-[1,2,4]triazolo[1,5-c]quinazolin-5-amine